C(C)(C)(C)N(C(O)=O)[C@@H]1C[C@H](C1)I.FC1=C(C=CC=C1)\C=C\C(=O)C1=CC=CC=C1 Fluorochalcone tert-butyl-(trans-3-iodocyclobutyl)carbamate